C(CC(C)C)NC(=O)N1C(COCC1C1=CC=C(C=C1)OC)(C)C N-iso-Pentyl-5-(4-methoxyphenyl)-3,3-dimethylmorpholine-4-carboxamide